N-((S)-3-oxo-1-((S)-2-oxopyrrolidin-3-yl)-4-(trifluoromethoxy)butan-2-yl)-5-azaspiro[2.4]heptane-6-carboxamide O=C([C@H](C[C@H]1C(NCC1)=O)NC(=O)C1NCC2(CC2)C1)COC(F)(F)F